FC(C1=CC=C2C=C(C(=NC2=C1)OC)C(=O)O)F 7-(difluoromethyl)-2-methoxyquinoline-3-carboxylic acid